[K].C(C1=CC=CC=C1)N(CCCS(=O)(=O)NC(NC1=C2CCCC2=CC=2CCCC12)=O)C 3-(Benzyl(methyl)amino)-N-((1,2,3,5,6,7-hexahydro-s-indacen-4-yl)carbamoyl)-propane-1-sulfonamide, potassium salt